ClC=1C(=NC=C(C1)F)C(N[S@](=O)C(C)(C)C)C1(CCC1)F (R)-N-((3-chloro-5-fluoropyridin-2-yl)(1-fluorocyclobutyl)methyl)-2-methylpropane-2-sulfinamide